C(C)(C)(C)OC(=O)N1CC2NCCC2C1 hexahydropyrrolo[3,4-b]pyrrole-5(1H)-carboxylic acid tert-butyl ester